allyl-tetradecyl-trimethyl-ammonium chloride [Cl-].C(C=C)C[N+](C)(C)CCCCCCCCCCCCCC